4-bromo-2-(2-methoxyethyl)-2H-1,2,3-triazole BrC1=NN(N=C1)CCOC